5-(4,5-bis(4-bromophenyl)-2-(4-methoxyphenyl)-1H-imidazol-1-yl)pentanoic Acid BrC1=CC=C(C=C1)C=1N=C(N(C1C1=CC=C(C=C1)Br)CCCCC(=O)O)C1=CC=C(C=C1)OC